C1(CCCC1)N1C(C(=CC2=C1N=C(N=C2)NC2C(CNCC2)F)C#N)=O 8-cyclopentyl-2-((3-fluoropiperidin-4-yl)amino)-7-oxo-7,8-dihydropyrido[2,3-d]pyrimidine-6-carbonitrile